C(C1=CC=CC=C1)OC(=O)N(C1(CC1)C(CCS(=O)(=O)O)COS(=O)(=O)C)C.C(C)(C)(C)N1CCC(CC1)OC=1N=NC(=CC1)OC tert-butyl-4-((6-methoxypyridazin-3-yl)oxy)piperidine [2-[1-[benzyloxycarbonyl(methyl)amino]cyclopropyl]-3-methylsulfonyloxy-propyl]methanesulfonate